2-(2-(((1R,5S,6s)-3-azabicyclo[3.1.0]hexan-6-yl)oxy)-6-(4,4-dimethylpiperidin-1-yl)pyridin-4-yl)propan-2-amine [C@@H]12CNC[C@H]2C1OC1=NC(=CC(=C1)C(C)(C)N)N1CCC(CC1)(C)C